ClC1=CC(=C(C(=C1)N)N)F 5-chloro-3-fluoro-benzene-1,2-diamine